3-azido-1-(benzothiazol-2-yl)-1-phenyl-3-buten-1-ol N(=[N+]=[N-])C(CC(O)(C1=CC=CC=C1)C=1SC2=C(N1)C=CC=C2)=C